COC(=O)C=1C=CC=2N(C1)C=C(N2)CC=2C(=NN(C2)C)Br 2-((3-Bromo-1-methyl-1H-pyrazol-4-yl)methyl)imidazo[1,2-a]pyridine-6-carboxylic acid methyl ester